(S)-2-(4-fluoro-N-[5-(4-methoxybenzoyl)-4-methyl-thiazol-2-yl]anilino)propanamide FC1=CC=C(N(C=2SC(=C(N2)C)C(C2=CC=C(C=C2)OC)=O)[C@H](C(=O)N)C)C=C1